ethyl (3S)-nipecotate N1C[C@@H](C(=O)OCC)CCC1